alpha-methyl-tryptophane C[C@](N)(CC1=CNC2=CC=CC=C12)C(=O)O